6-Hydroxy-8-((1R)-1-hydroxy-2-{[1-(4-methoxyphenyl)-2-methylpropane-2-yl]amino}ethyl)-2H-1,4-benzooxazine-3(4H)-one OC=1C=C(C2=C(NC(CO2)=O)C1)[C@H](CNC(CC1=CC=C(C=C1)OC)(C)C)O